C(C)(=O)ON=CCC propanal O-acetyl oxime